1-(2-(4-(cyclopropylmethyl)piperazin-1-yl)-4-methylquinolin-6-yl)-3-(2-(diethylamino)ethyl)thiourea C1(CC1)CN1CCN(CC1)C1=NC2=CC=C(C=C2C(=C1)C)NC(=S)NCCN(CC)CC